tert-butyl 2-((3-((3-chloro-4-methoxyphenyl)difluoromethyl)-1,2,4-oxadiazol-5-yl)methyl)acrylate ClC=1C=C(C=CC1OC)C(C1=NOC(=N1)CC(C(=O)OC(C)(C)C)=C)(F)F